CCCCCCCCCCCCCCCCCCCCCCCCCC(=O)O N-hexacosanoic acid